ClC1=C(C=CC(=C1Cl)Cl)C1=C(C=C(C(=C1)Cl)Cl)Cl 2,2',3,4,4',5'-hexachlorobiphenyl